BrC=1C=CC2=CN(N=C2C1)C1=CC(=CC=C1)S(=O)(=O)C 6-bromo-2-[3-(methanesulfonyl)phenyl]-2H-indazole